2-[3-[4-[(1H-indazol-5-yl)amino]quinazoline-2-yl]phenoxy]-N-isopropylacetamide N1N=CC2=CC(=CC=C12)NC1=NC(=NC2=CC=CC=C12)C=1C=C(OCC(=O)NC(C)C)C=CC1